N-[(1S)-1-[[(1S)-2-amino-2-oxo-1-[[(3S)-2-oxo-3-piperidyl]methyl]ethyl]carbamoyl]-3-fluoro-3-methyl-butyl]-4-methoxy-1H-indole-2-carboxamide NC([C@H](C[C@H]1C(NCCC1)=O)NC(=O)[C@H](CC(C)(C)F)NC(=O)C=1NC2=CC=CC(=C2C1)OC)=O